N-(2-amino-2-oxoethyl)-4-(5-methyl-2-((1-(piperidin-4-yl)-1H-pyrazol-4-yl)amino)pyrimidin-4-yl)benzamide NC(CNC(C1=CC=C(C=C1)C1=NC(=NC=C1C)NC=1C=NN(C1)C1CCNCC1)=O)=O